N-[1-(β-cyclohexylethyl)-4-piperidyl]-N-phenylcyclopropanecarboxamide C1(CCCCC1)CCN1CCC(CC1)N(C(=O)C1CC1)C1=CC=CC=C1